C(O[C@@H]1CC[C@H](CC1)NC1=NC=C(C(=N1)C1=CC(=CC=C1)N1C(COCC1)=O)F)(OC1=CC=C(C=C1)[N+](=O)[O-])=O trans-4-((5-fluoro-4-(3-(3-oxomorpholino)phenyl)pyrimidin-2-yl)amino)cyclohexyl (4-nitrophenyl) carbonate